N(=[N+]=[N-])[C@H]1CC2=CC[C@H]3[C@@H]4CC[C@H](CC)[C@]4(CC[C@@H]3[C@]2(CC1)C)C (3α)-3-Azido-pregn-5-ene